N-(3-(4-iodophenyl)-1,2,4-oxadiazol-5-yl)-4-methoxybenzamide IC1=CC=C(C=C1)C1=NOC(=N1)NC(C1=CC=C(C=C1)OC)=O